C(C)OC(=O)C=1N=C(SC1)N[C@@H](CC1=CC=C(C=C1)NS(=O)(=O)O)C=1N=C(SC1)C1=CC=CC=C1 (S)-4-{2-[4-(ethoxycarbonyl)thiazol-2-ylamino]-2-(2-phenylthiazol-4-yl)ethyl}phenylaminosulfonic acid